CN1N=C(C=C1)NC(=O)[C@@H]1CC12CCN(CC2)C(=O)OC(C(F)(F)F)C(F)(F)F |r| 1,1,1,3,3,3-Hexafluoropropan-2-yl (±)-1-((1-methyl-1H-pyrazol-3-yl)carbamoyl)-6-azaspiro[2.5]octan-6-carboxylat